BrCCCO[C@@H]1CC[C@H](CC1)N1C(N(C(C1(C)C)=O)C=1C=C(C(=NC1)C#N)C(F)(F)F)=S 5-(3-((trans)-4-(3-bromopropoxy)cyclohexyl)-4,4-dimethyl-5-oxo-2-thioxoimidazolidin-1-yl)-3-(trifluoromethyl)pyridinecarbonitrile